COC(=O)[C@H]1OC(O[C@@H]1C1=CC=CC=C1)(C)C.N1=CC=CC2=CC(=CC=C12)CCC=O 3-(quinolin-6-yl)propanal (4S,5R)-methyl-2,2-dimethyl-5-phenyl-1,3-dioxolane-4-carboxylate